CN1N=C(N=C1C1CCC(CC1)C)C=1C=C2CN(C(C2=CC1)=O)C1C(NC(CC1)=O)=O 3-(5-(1-Methyl-5-((1r,4r)-4-methylcyclohexyl)-1H-1,2,4-triazol-3-yl)-1-oxoisoindolin-2-yl)piperidine-2,6-dione